ClC1=CC=C(C=C1)C=1N=C2N(C=CC=C2)C1CN1CC2COCC(C1)N2C(=O)OC(C)(C)C tert-butyl 7-{[2-(4-chlorophenyl)imidazo[1,2-a]pyridin-3-yl]methyl}-3-oxa-7,9-diazabicyclo[3.3.1]nonane-9-carboxylate